C(CCC(=O)O)(=O)O.C(CCCCCCCCC)(O)O decanediol succinate